C1(CC1)[C@@H](CC)NC1=NC(=NC=C1C(=O)N)NC1CCC(CC1)OC 4-((R)-1-cyclopropylpropylamino)-2-((1r,4R)-4-methoxycyclohexylamino)pyrimidine-5-carboxamide